methyl-N-phenylglycine CN(CC(=O)O)C1=CC=CC=C1